C(CC(C)C)C(COC)(COC)CC(CC)C 2-isopentyl-2-(2-methylbutyl)-1,3-dimethoxypropane